C(#N)C=1C=C(C=CC1)[C@@H](C)N1C(=NC2=C1C=CC(=C2)C(=O)NCC2=CC=C(C=C2)S(=O)(=O)CC)C(F)(F)F (R)-1-(1-(3-cyanophenyl)ethyl)-N-(4-(ethylsulfonyl)benzyl)-2-(trifluoromethyl)-1H-benzo[d]imidazole-5-carboxamide